(2,2,6,6-tetramethylpiperidin-4-yl)succinimide CC1(NC(CC(C1)C1C(=O)NC(C1)=O)(C)C)C